(8-fluoro-3-oxido-6-oxo-1,4,5,6-tetrahydro-2H-thiopyrano[3,4-c]isoquinolin-1-yl)-1-methylurea FC=1C=CC=2C3=C(NC(C2C1)=O)CS(CC3N(C(=O)N)C)=O